3-fluoro-N-methyl-1,2,3,6-Tetrahydrobipyridine-6-carboxamide FC1C(NC(C=C1)C(=O)NC)C1=NC=CC=C1